2-methyl-1H-pyrrolo[2,3-b]pyridine-5-carbonitrile CC1=CC=2C(=NC=C(C2)C#N)N1